C(=CCCCC)O 3E-hexenol